C(C1=CC=CC=C1)C[N+](CC)(CC)CC benzyl-triethyl-methyl-ammonium